FC=1C=C(C=CC1F)[C@H]1[C@@H](CN(C1)CCOC)NC(NC1=C(C=NN1C1=CC=CC=C1)C(=O)OCC)=O ethyl 5-(3-((3S,4R)-4-(3,4-difluorophenyl)-1-(2-methoxyethyl) pyrrolidin-3-yl) ureido)-1-phenyl-1H-pyrazole-4-carboxylate